NC1CC(CC(C1)(C)C)(CN)C 3-Amino-1,5,5-trimethylcyclohexanmethanamin